C1(CC1)C(C(C(=O)NC1=CC=C(C=C1)C=1C(=NNC1C)C)C1=NN=C(N1)C1=C(C=CC=C1)F)C1CC1 3,3-dicyclopropyl-N-[4-(3,5-dimethyl-1H-pyrazol-4-yl)phenyl]-2-[5-(2-fluorophenyl)-4H-1,2,4-triazol-3-yl]propanamide